CCCC(C)OC(C)COC(C)COC(C)CO tripropylene glycol methyl-n-butyl ether